C(C)OC(CC1=C(C=CC(=C1)F)OCC=1C=C(C2=C(C=C(O2)F)C1)C1=CC(=NC=C1)CNS(=O)C(C)(C)C)=O.OC[C@H](CCC)NC(=O)C=1C=NC=CC1 N-((1S)-1-(hydroxymethyl)butyl)pyridine-3-carboxamide ethyl-2-(2-((7-(2-((1,1-dimethylethylsulfinamido)methyl)pyridin-4-yl)-2-fluorobenzofuran-5-yl)methoxy)-5-fluorophenyl)acetate